1-tert-butoxycarbonyl-2-hydroxymethyl-4-benzyl-piperazine iron cobalt zinc [Zn].[Co].[Fe].C(C)(C)(C)OC(=O)N1C(CN(CC1)CC1=CC=CC=C1)CO